1-((2S,5R)-2,5-dimethylpiperazin-1-yl)-2-methylpropan-1-one C[C@@H]1N(C[C@H](NC1)C)C(C(C)C)=O